N-(4-(morpholinosulfonyl)phenyl)-4-(pyridin-4-yl)thiazol-2-amine O1CCN(CC1)S(=O)(=O)C1=CC=C(C=C1)NC=1SC=C(N1)C1=CC=NC=C1